COC([C@@H](N(NC1=C2C(=NC(=NC2=CC=C1F)N)C(F)(F)F)C(C1=CC=CC=C1)=O)[C@H](O)C)=O N-(6-fluoro-2-amino-4-trifluoromethylquinazolinyl)aminobenzoyl-L-threonine methyl ester